(S)-2-(2-(1-methyl-1H-pyrazole-4-carbonyl)-6-(3-methyl-1H-pyrrolo[2,3-b]pyridine-5-yl)isoindoline-4-yl)pyrrolidine-1-carboxylic acid tert-butyl ester C(C)(C)(C)OC(=O)N1[C@@H](CCC1)C1=C2CN(CC2=CC(=C1)C=1C=C2C(=NC1)NC=C2C)C(=O)C=2C=NN(C2)C